COC(CC#N)=O methyl-2-cyanoacetate